methyl (4,6-diamino-2-(7-fluoro-1-(2-fluorobenzyl)-1H-indazole-3-yl)pyrimidin-5-yl)carbamate NC1=NC(=NC(=C1NC(OC)=O)N)C1=NN(C2=C(C=CC=C12)F)CC1=C(C=CC=C1)F